ClC1=NC=2CCCNC2C=C1C(F)F 2-chloro-3-(difluoromethyl)-5,6,7,8-tetrahydro-1,5-naphthyridine